C(C)(C)(C)OC(=O)NCCC(C(=O)O)(C)C 4-(tert-butoxycarbonylamino)-2,2-dimethyl-butanoic acid